FC(C=1C=C2C(=NC=NC2=C(C1)C(F)(F)F)N[C@@H](C)C1=NC=NN1C=1CCC(N(N1)C)=O)(F)F 6-[5-[(1S)-1-[[6,8-bis(trifluoromethyl)-quinazolin-4-yl]amino]ethyl]-1,2,4-triazol-1-yl]-2-meth-yl-4,5-dihydropyridazin-3-one